COCOC1=C(C)C=CC=C1 2-(methoxymethoxy)toluene